C(#C)C1=NC=CC=C1OC 2-ethynyl-3-methoxypyridine